BrC=1C(=C(C=C(C1C(=O)C1=C(C=CC(=C1)F)Cl)[N+](=O)[O-])NC(=O)OC(C)(C)C)NCC1=C(C=C(C=C1)OC)OC 2-methylpropan-2-yl ({3-bromo-4-[(2-chloro-5-fluorophenyl)carbonyl]-2-{[(2,4-dimethoxyphenyl)methyl]amino}-5-nitrophenyl}amino)methanoate